9-bromo-6,7-dichloro-1-methyl-1H,2H,3H,4H,5H-pyrido[4,3-b]indole BrC=1C=2C3=C(NC2C(=C(C1)Cl)Cl)CCNC3C